C(CCC)[N+](C)(CCCC)CCCC tributyl(methyl)-ammonium